Cl.Cl.N[C@H](CC1=C(C2=NC(=CC(=C2S1)NCC=1OC=CC1)Cl)Br)CSC 2-[(2R)-2-amino-3-(methylsulfanyl)propyl]-3-bromo-5-chloro-N-[(furan-2-yl)methyl]thieno[3,2-b]pyridin-7-amine dihydrochloride